Methyl 3-(3-cyclopropyl-2-(2-oxopyridin-1(2H)-yl)propanamido)-3-(5-(2,6-dimethylphenyl)pyridin-3-yl)propanoate C1(CC1)CC(C(=O)NC(CC(=O)OC)C=1C=NC=C(C1)C1=C(C=CC=C1C)C)N1C(C=CC=C1)=O